(5-cyano-4-((2-morpholinoethyl)amino)pyridin-2-yl)-5-formyl-1-methyl-1H-pyrrolo[3,2-b]pyridine-3-carboxamide C(#N)C=1C(=CC(=NC1)C1=C(C2=NC(=CC=C2N1C)C=O)C(=O)N)NCCN1CCOCC1